N-[3-(Dimethylamino)phenyl]-2-[4-([1,2,4]triazolo[1,5-a]pyridin-7-yl)phenyl]acetamide CN(C=1C=C(C=CC1)NC(CC1=CC=C(C=C1)C1=CC=2N(C=C1)N=CN2)=O)C